3-(piperonyloxy)benzamide C(C1=CC=2OCOC2C=C1)OC=1C=C(C(=O)N)C=CC1